C1OC=2C=C(CCNC(=O)C3=CN(C4=CC=CC=C34)CC3=CC=C(C=C3)C(NO)=O)C=CC2O1 N-(3,4-methylenedioxy-phenethyl)-1-(4-(hydroxycarbamoyl)benzyl)-1H-indole-3-carboxamide